2-[6-[3-fluoro-5-(trifluoromethyl)benzyl]-2-azaspiro[3.3]heptane-2-carbonyl]-8-oxa-2,5-diazaspiro[3.5]nonan-6-one FC=1C=C(CC2CC3(CN(C3)C(=O)N3CC4(C3)NC(COC4)=O)C2)C=C(C1)C(F)(F)F